FC=1C=C2CN(CC2=CC1)C(=O)NC1=CC=C(C=C1)C12CCC(CC1)(CC2)N2C(OCC2)=O 5-FLUORO-N-(4-(4-(2-OXOOXAZOLIDIN-3-YL)BICYCLO[2.2.2]OCTAN-1-YL)PHENYL)ISOINDOLINE-2-CARBOXAMIDE